FC1(CC12CN(CC2)C2=CC(=C(C=N2)C2CN(CC2)C(C=C)=O)C2=NN(C=C2)C)F 1-(3-(6-(1,1-difluoro-5-azaspiro[2.4]heptan-5-yl)-4-(1-methyl-1H-pyrazol-3-yl)pyridin-3-yl)pyrrolidin-1-yl)prop-2-en-1-one